N-(1-(cyclopropylmethyl)-1H-pyrazol-3-yl)-4-iodo-2-(6-azaspiro[2.5]oct-6-yl)benzamide C1(CC1)CN1N=C(C=C1)NC(C1=C(C=C(C=C1)I)N1CCC2(CC2)CC1)=O